4-[(4-cyclohexylphenyl)amino]-2-(3,6-dihydro-2H-pyran-4-yl)-6-(propan-2-yl)-5,6-dihydro-7H-pyrrolo[3,4-d]pyrimidin-7-one C1(CCCCC1)C1=CC=C(C=C1)NC=1C2=C(N=C(N1)C=1CCOCC1)C(N(C2)C(C)C)=O